ICCCCCCCCCCCCCCCCCCCCCC 1-iododocosane